tert-butyl N-methyl-N-[(1S,2S)-2-methylcyclopropyl]carbamate CN(C(OC(C)(C)C)=O)[C@@H]1[C@H](C1)C